Cl.OC1=C(C=CC=C1)C1=CC(=C(N=N1)NC(CNC(OCC1=CC=CC=C1)=O)=O)N1N=CC(=C1)N1C(CNCC1)=O benzyl (2-((6-(2-hydroxyphenyl)-4-(4-(2-oxopiperazin-1-yl)-1H-pyrazol-1-yl)pyridazin-3-yl)amino)-2-oxoethyl)carbamate hydrochloride